N-(3-(diethylamino)propyl)benzamide C(C)N(CCCNC(C1=CC=CC=C1)=O)CC